4-({2-[(2-ethyl-1H-benzo[d]imidazol-6-yl)amino]quinazolin-8-yl}oxy)cyclohexanol sodium [Na].C(C)C1=NC2=C(N1)C=C(C=C2)NC2=NC1=C(C=CC=C1C=N2)OC2CCC(CC2)O